tert-Butyl 4-[3-[(E)-3-(4,4,5,5-tetramethyl-1,3,2-dioxaborolan-2-yl)allyloxy]cyclobutoxy]piperidine-1-carboxylate CC1(OB(OC1(C)C)/C=C/COC1CC(C1)OC1CCN(CC1)C(=O)OC(C)(C)C)C